ClC1=CC=C(C=C1)[C@@]1(N(C(C2=CC(=CC=C12)C(C)(C)O)=O)[C@@H](C)C1=CC=C(C=C1)Cl)O[C@@H]1COC[C@@H]1O (3R)-3-(4-chlorophenyl)-2-[(1S)-1-(4-chlorophenyl)ethyl]-3-{[(3R,4S)-4-hydroxyoxolane-3-yl]oxy}-6-(2-hydroxypropan-2-yl)-2,3-dihydro-1H-isoindol-1-one